(R)-3-((1-(methyl-d3)pyrrolidin-2-yl)methyl)-1H-indol-4-yl glycinate NCC(=O)OC1=C2C(=CNC2=CC=C1)C[C@@H]1N(CCC1)C([2H])([2H])[2H]